C(C)(C)(C)OC(=O)N1C2C(C(C1)C2)NC2=C(C(=NC1=C(C(=C(C=C21)I)Br)F)Cl)NC(CCl)=O.FC=2C=CC1=C(C(=CO1)CC(=O)N)C2 2-(5-fluoro-1-benzofuran-3-yl)acetamide tert-Butyl-(endo)-5-((7-bromo-2-chloro-3-(2-chloroacetamido)-8-fluoro-6-iodoquinolin-4-yl)amino)-2-azabicyclo[2.1.1]hexane-2-carboxylate